C(C1=CC=CC=C1)OC1=C(C=C(C=C1F)F)C(CCO)CCO 3-(2-(benzyloxy)-3,5-difluorophenyl)pentane-1,5-diol